5-chloro-7-nitro-3-(piperidin-1-ylmethyl)quinolin-8-ol ClC1=C2C=C(C=NC2=C(C(=C1)[N+](=O)[O-])O)CN1CCCCC1